(3S)-6,7-dichloro-5-(3-fluoro-2-pyridyl)-3-methyl-1,3-dihydro-1,4-benzodiazepine ClC1=C(C=CC2=C1C(=N[C@H](CN2)C)C2=NC=CC=C2F)Cl